CC=1C(=NC(=NC1)NC1=CC=C(C=C1)N1CCN(CC1)C)NC1=CC(=C(C=C1)F)NS(=O)(=O)C(C)(C)C 5-Methyl-N4-(4-fluoro-3-[(1,1-dimethylethyl)sulfonamido]phenyl)-N2-[4-(4-methylpiperazin-1-yl)phenyl]pyrimidine-2,4-diamine